6-chloro-N-(5-fluoropyridin-2-yl)-1H-indole-3-sulfonamide ClC1=CC=C2C(=CNC2=C1)S(=O)(=O)NC1=NC=C(C=C1)F